BrC1C(C1Br)(CCl)CCl dibromo-2,2-bis(chloromethyl)cyclopropane